(S)-3-methyl-1-(pyrrolidin-3-yl)-3,4,6,7,8,9-hexahydro-5H-pyrazolo[3,4-c]isoquinolin-5-one (2S,3S)-2,3-bis(benzoyloxy)succinate C(C1=CC=CC=C1)(=O)O[C@H](C(=O)O)[C@@H](C(=O)O)OC(C1=CC=CC=C1)=O.CN1N=C(C2=C1NC(C=1CCCCC21)=O)[C@@H]2CNCC2